(R)-N-(3-(2-methoxy-3-(1-(1-methoxypropan-2-yl)-1H-pyrazol-4-yl)phenyl)-1-methyl-1H-pyrazolo[3,4-c]pyridin-5-yl)cyclopropanecarboxamide COC1=C(C=CC=C1C=1C=NN(C1)[C@@H](COC)C)C1=NN(C2=CN=C(C=C21)NC(=O)C2CC2)C